FC(C1OCCN(C1)C(=O)[O-])F 6-(difluoromethyl)morpholine-4-carboxylate